C(\C=C\C)(=O)NC=1C=C2C(C(N(C2=CC1)CC1=CC=C(C(=O)NC(C)(C)C)C=C1)=O)=O (E)-4-((5-(2-butenamido)-2,3-diketoindol-1-yl)methyl)-N-tert-butylbenzamide